N-[1-(3-formylpyrazin-2-yl)ethyl]-3,5-bis(trifluoromethyl)benzamide C(=O)C=1C(=NC=CN1)C(C)NC(C1=CC(=CC(=C1)C(F)(F)F)C(F)(F)F)=O